CC1=C(C(=O)P(C2=CC=CC=C2)(OCC)=O)C(=CC(=C1)C)C 2,4,6-trimethylbenzoyl-ethoxy-phenylphosphorus oxide